C=C1N=CC=C1 methylene-azole